ClC=1C=CC=2N(N1)C(=CN2)C#C[Si](C)(C)C 6-chloro-3-((trimethylsilyl)ethynyl)imidazo[1,2-b]pyridazine